CC(C)P(C1=CC=CC(=C1C2=C(C=CC=C2P(C(C)C)C(C)C)OC)OC)C(C)C (S)-(6,6'-dimethoxybiphenyl-2,2'-diyl)bis(diisopropylphosphine)